N=1C=C(N2C1C=CC=C2)C2=C1CNC(C1=CC=C2)=O 4-imidazo[1,2-a]pyridin-3-yl-isoindolin-1-one